2-(2-(4-Bromo-benzyl)-3-{hydroxy-[1-(1-isobutyryloxy-ethoxycarbonylamino)-ethyl]-phosphinoyl}-propionylamino)-propionic acid benzyl ester C(C1=CC=CC=C1)OC(C(C)NC(C(CP(=O)(C(C)NC(=O)OC(C)OC(C(C)C)=O)O)CC1=CC=C(C=C1)Br)=O)=O